N-[5-(4-cyano-3-fluorophenyl)-[1,2,4]triazolo[1,5-a]pyridin-7-yl]-2-(oxetan-3-yl)acetamide C(#N)C1=C(C=C(C=C1)C1=CC(=CC=2N1N=CN2)NC(CC2COC2)=O)F